O1CCN(CC1)C(=O)C1=CC=C(C=C1)C1=NN2C(S1)=NC=C2C2=CC=C(C=C2)C morpholino(4-(5-(p-tolyl)imidazo[2,1-b][1,3,4]thiadiazol-2-yl)phenyl)methanone